3-((S)-2-hydroxy-3-((R)-8-(4-(3-methoxyphenyl)pyrimidin-2-yl)-1-oxa-8-azaspiro[4.5]decan-3-ylamino)propoxy)-N-methylbenzenesulfonamide O[C@H](COC=1C=C(C=CC1)S(=O)(=O)NC)CN[C@H]1COC2(C1)CCN(CC2)C2=NC=CC(=N2)C2=CC(=CC=C2)OC